methyl 4-((9aR)-8,8-difluoro-2-((5-methoxy-7-methyl-1-tosyl 1H-indol-4-yl)methyl)-1,4-dioxooctahydro-2H-pyrido[1,2-a]pyrazin-3-yl)benzoate FC1(C[C@H]2N(C(C(N(C2=O)CC2=C3C=CN(C3=C(C=C2OC)C)S(=O)(=O)C2=CC=C(C)C=C2)C2=CC=C(C(=O)OC)C=C2)=O)CC1)F